N1=C(N=CC=C1)C(=O)O.ClC1=C(N=CC(=N1)C(=O)N)C(=C)C1=CC=C(C=C1)F 6-chloro-5-(1-(4-fluorophenyl)vinyl)pyrazine-2-carboxamide pyrimidineformate salt